NC(C#N)(C)C amino-2-methylpropanenitrile